ClCC(=O)OCC(CC=C(C(=O)O)C)O.C(C(=C)C)(=O)OCC(COC(CCl)=O)O 3-chloroacetoxy-2-hydroxypropyl methacrylate (3-chloroacetoxy-2-hydroxypropyl methacrylate)